1-[(4-cyanobenzyl)oxy]-2-(3-cyanophenyl)-4-methyl-1H-imidazole-5-carboxylic acid ethyl ester C(C)OC(=O)C1=C(N=C(N1OCC1=CC=C(C=C1)C#N)C1=CC(=CC=C1)C#N)C